N-((2,6-dihydroxy-5'-methyl-4-pentyl-2'-(prop-1-en-2-yl)-[1,1'-biphenyl]-3-yl)methyl)azetidine-1-carboxamide OC1=C(C(=CC(=C1CNC(=O)N1CCC1)CCCCC)O)C1=C(C=CC(=C1)C)C(=C)C